2-(2-chlorophenyl)-N-(8-sulfamoyl-4-(difluoromethyl)isoquinolin-6-yl)acetamide ClC1=C(C=CC=C1)CC(=O)NC=1C=C2C(=CN=CC2=C(C1)S(N)(=O)=O)C(F)F